FC(C=1C(=NC=CC1)CN)(F)F (3-(trifluoromethyl)pyridin-2-yl)methanamine